(3S)-1-benzyl-3-methylazetidine-2-carboxylic acid tert-butyl ester C(C)(C)(C)OC(=O)C1N(C[C@@H]1C)CC1=CC=CC=C1